C1(CC1)C1=NC=CN=C1 cyclopropyl-pyrazin